3-[(4-vinylphenyl)methyl]1-(1-methylpiperidin-4-yl)urea C(=C)C1=CC=C(C=C1)CNC(NC1CCN(CC1)C)=O